tert-butyl N-[(1R,3R)-3-[10-(benzenesulfonyl)-4-oxo-3,5,8,10-tetrazatricyclo[7.3.0.02,6]dodeca-1,6,8,11-tetraen-3-yl]cyclopentyl]carbamate C1(=CC=CC=C1)S(=O)(=O)N1C2=NC=C3NC(N(C3=C2C=C1)[C@H]1C[C@@H](CC1)NC(OC(C)(C)C)=O)=O